(RS)-1-(6-methyl-2-(naphthalen-2-yl)-3-(pyridin-4-yl)-6,7-dihydropyrazolo[1,5-a]pyrazin-5(4H)-yl)prop-2-en-1-one C[C@H]1N(CC=2N(C1)N=C(C2C2=CC=NC=C2)C2=CC1=CC=CC=C1C=C2)C(C=C)=O |r|